1-bromo-3,6-di-tert-butyl-9-(1-adamantaneformyl)carbazole BrC1=CC(=CC=2C3=CC(=CC=C3N(C12)C(=O)C12CC3CC(CC(C1)C3)C2)C(C)(C)C)C(C)(C)C